trans-isodecadienal C(\C=C\C=CCCC(C)C)=O